2,5-dichloro-4-(3-phenylpiperidin-1-yl)pyrimidine ClC1=NC=C(C(=N1)N1CC(CCC1)C1=CC=CC=C1)Cl